C(CCCCCCC)OC(CCCCCCC\C=C/C=C)OCCCCCCCC (3Z)-12,12-dioctyloxy-1,3-dodecadiene